(2R,4R)-6,7-difluoro-4-hydroxy-N-[(1r,4R)-4-{4-[2-(trifluoromethoxy)ethoxy]-1H-pyrazol-1-yl}cyclohexyl]-3,4-dihydro-2H-1-benzopyran-2-carboxamide FC=1C(=CC2=C([C@@H](C[C@@H](O2)C(=O)NC2CCC(CC2)N2N=CC(=C2)OCCOC(F)(F)F)O)C1)F